C(C)OC1=C(C=C2C(=NC(=NC2=C1)C)N[C@H](C)C=1C(=C(C=CC1)C(C(C)(O)C)(F)F)F)OCCOC (R)-1-(3-(1-((7-ethoxy-6-(2-methoxyethoxy)-2-methylquinazolin-4-yl)amino)Ethyl)-2-fluorophenyl)-1,1-difluoro-2-methylpropan-2-ol